C(CCC)NC([O-])=O butyl-carbamate